(2E,7R,11S)-7,15,17-trihydroxy-11-methyl-12-oxabicyclo[12.4.0]-octadeca-1(18),2,14,16-tetraen-13-one O[C@@H]1CCC/C=C/C2=CC(=CC(=C2C(O[C@H](CCC1)C)=O)O)O